tert-butyl 4-((2-bromo-5-((2,6-dioxopiperidin-3-yl)amino)phenoxy)methyl)-3,6-dihydropyridine-1(2H)-carboxylate BrC1=C(OCC=2CCN(CC2)C(=O)OC(C)(C)C)C=C(C=C1)NC1C(NC(CC1)=O)=O